tert-butyl ((5-formylisochroman-1-yl)methyl)carbamate C(=O)C1=C2CCOC(C2=CC=C1)CNC(OC(C)(C)C)=O